2-[1-(cyclopropylmethyl)-8H-pyrrolo[3,2-g]indol-2-yl]-7-fluoro-1-methyl-benzimidazole-5-carboxylic acid C1(CC1)CN1C(=CC=2C=CC=3C=CNC3C21)C2=NC1=C(N2C)C(=CC(=C1)C(=O)O)F